ClC=1C=C(C(=NC1)OC=1C=CC=2N(N1)C=C(N2)C(=O)N[C@@H]2[C@H](C(CCC2)(F)F)O)OCC(F)(F)F 6-((5-chloro-3-(2,2,2-trifluoroethoxy)pyridin-2-yl)oxy)-N-((1S,2R)-3,3-difluoro-2-hydroxycyclohexyl)imidazo[1,2-b]pyridazine-2-carboxamide